2-diEthylaminoethanol C(C)N(CCO)CC